5-(1-((tert-butoxycarbonyl)amino)cyclopropyl)-2-methylquinolin-7-yl trifluoromethanesulfonate FC(S(=O)(=O)OC1=CC(=C2C=CC(=NC2=C1)C)C1(CC1)NC(=O)OC(C)(C)C)(F)F